CO[C@H]1[C@@H](N(CC1)C(=O)OCC1=CC=CC=C1)COC benzyl (2S,3R)-3-methoxy-2-(methoxymethyl)pyrrolidine-1-carboxylate